7-(5-methoxy-2-(1-methyl-1H-pyrazol-4-yl)-4-nitrophenyl)-2-(piperidin-4-ylmethyl)-2,7-diazaspiro[3.5]nonane COC=1C(=CC(=C(C1)N1CCC2(CN(C2)CC2CCNCC2)CC1)C=1C=NN(C1)C)[N+](=O)[O-]